(E)-N6-((2S,3R,4R,5R)-2,3,4,5,6-pentahydroxyhexylidene)-L-lysine O[C@@H](\C=N\CCCC[C@H](N)C(=O)O)[C@H]([C@@H]([C@@H](CO)O)O)O